4-Methyl-N-[2-(2-methylpyridin-4-yl)-[1,3]thiazolo[5,4-c]pyridin-6-yl]-6-[(3S)-pyrrolidin-3-yloxy]pyridin-2-amine CC1=CC(=NC(=C1)O[C@@H]1CNCC1)NC1=CC2=C(C=N1)SC(=N2)C2=CC(=NC=C2)C